[N+](=[N-])=CC(CC[C@@H](C(=O)OC(C)C)NC([C@H](C(C)C)S)=O)=O isopropyl (S)-6-diazo-2-((S)-2-mercapto-3-methylbutanamido)-5-oxohexanoate